(6aR,9S)-N-ethyl-7-(3-methoxybenzyl)-N-methyl-4,6,6a,7,8,9-hexahydroindolo[4,3-fg]quinoline-9-carboxamide C(C)N(C(=O)[C@@H]1CN([C@@H]2CC=3C4=C(C2=C1)C=CC=C4NC3)CC3=CC(=CC=C3)OC)C